(1-((8-bromo-6-cyclopropylimidazo[1,2-a]pyridin-2-yl)methyl)-1H-1,2,3-triazol-4-yl)methanol BrC=1C=2N(C=C(C1)C1CC1)C=C(N2)CN2N=NC(=C2)CO